(2S,4R)-tert-Butyl 2-(4-(5-((3,4-dichlorobenzyl)amino)-7-oxo-6,7-dihydro-1H-pyrazolo[4,3-d]pyrimidin-1-yl)piperidine-1-carbonyl)-4-hydroxypyrrolidine-1-carboxylate ClC=1C=C(CNC=2NC(C3=C(N2)C=NN3C3CCN(CC3)C(=O)[C@H]3N(C[C@@H](C3)O)C(=O)OC(C)(C)C)=O)C=CC1Cl